NC1=NC=CC=C1C1=NC=2C(=NC(=C(C2)C)C2=CC=C(C=C2)F)N1C1=CC=C(CCC(=O)O)C=C1.ClC1=C(C=CC=C1)C1=CN=CC(=N1)C(=O)N/N=C/C1=CC(=CC(=C1)OC)OC (E)-6-(2-chlorophenyl)-N'-(3,5-dimethoxybenzylidene)pyrazine-2-carbohydrazide 4-(2-(2-aminopyridin-3-yl)-5-(4-fluorophenyl)-6-methyl-3H-imidazo[4,5-b]pyridin-3-yl)benzyl-acetate